Cl.COCC1(CCCC1)CNCC N-{[1-(methoxymethyl)cyclopentyl]methyl}ethanamine hydrochloride